5-(2-((R or S)-3-((R)-6,7-difluoroisochroman-1-yl)-3-(2-(5-fluorothiophen-2-yl)ethyl)pyrrolidin-1-yl)propan-2-yl)-2-methylpyridine FC=1C=C2CCO[C@H](C2=CC1F)[C@]1(CN(CC1)C(C)(C)C=1C=CC(=NC1)C)CCC=1SC(=CC1)F |o1:12|